hydroxymethyl-nitropropane OCC(CC)[N+](=O)[O-]